Nε-Cbz-lysine benzyl ester hydrochloride Cl.C(C1=CC=CC=C1)OC([C@@H](N)CCCCNC(=O)OCC1=CC=CC=C1)=O